Br.NCNCS(=O)(=O)C(C(=O)OCC)CC(C)C Ethyl 2-(aminomethyl aminomethylsulfonyl)-4-methylpentanoate hydrobromide